N-2-propyl-α-oxo-4-(phenylmethoxy)-1H-indole-3-acetamide CC(C)NC(C(C1=CNC2=CC=CC(=C12)OCC1=CC=CC=C1)=O)=O